N(=C=S)C1CC2=CC=CC=C2CC1 2-isothiocyanato-1,2,3,4-tetrahydronaphthalene